2-Fluoro-4-((R)-3-methoxypyrrolidin-1-yl)aniline FC1=C(N)C=CC(=C1)N1C[C@@H](CC1)OC